FC(C=1C(=C(C=CC1)[C@@H](C)NC1=NC(=NC2=CC(=C(C=C12)P(C)(C)=O)NC(C(F)(F)F)CCOC)C)F)F (4-(((R)-1-(3-(difluoromethyl)-2-fluorophenyl)ethyl)amino)-2-methyl-7-((1,1,1-Trifluoro-4-methoxybut-2-yl)amino)quinazolin-6-yl)dimethylphosphine oxide